(4-(5,6-dimethyl-3-((6-(trifluoromethyl)pyridin-3-yl)amino)pyrazin-2-yl)piperazin-1-yl)-2-fluoroprop-2-en-1-one CC=1N=C(C(=NC1C)N1CCN(CC1)C(C(=C)F)=O)NC=1C=NC(=CC1)C(F)(F)F